C1(CCCCC1)OC1=CC=C(C=C1)NC=1C=CC2=C(OCC(N2C)=O)C1 7-((4-(cyclohexyloxy)phenyl)amino)-4-methyl-2H-benzo[b][1,4]oxazin-3(4H)-one